6-Methoxy-2,3,3-trimethyl-1,2,3,4-tetrahydroisoquinolin-7-amine COC=1C=C2CC(N(CC2=CC1N)C)(C)C